CN(C(OCC1=CC=CC=C1)=O)CC1=C(C=CC=C1)C=1SC(=CC1)[C@@H](C)NS(=O)C(C)(C)C benzyl N-methyl-N-[(2-{5-[(1R)-1-[(2-methylpropane-2-sulfinyl)amino]ethyl]thiophen-2-yl}phenyl)methyl]carbamate